2-((7,8-Dichloro-1-ethyl-2-oxo-1,2,3,4,5,6-hexahydroazepino[4,5-b]indol-10-yl)oxy)acetonitrile ClC1=C(C=C(C=2C3=C(NC12)CCNC(C3CC)=O)OCC#N)Cl